N-[4-(3-cyanophenyl)-5-(2,6-dimethyl-4-pyridinyl)thiazol-2-yl]-6-oxo-7-oxa-2,5-diazaspiro[3.5]nonane-2-carboxamide C(#N)C=1C=C(C=CC1)C=1N=C(SC1C1=CC(=NC(=C1)C)C)NC(=O)N1CC2(C1)NC(OCC2)=O